(S)-N-((4,4-Difluorocyclohexyl)(7-((2-oxoimidazolidin-1-yl)methyl)imidazo[1,2-b]pyridazin-2-yl)methyl)-1-isopropyl-1H-pyrazole-5-carboxamide FC1(CCC(CC1)[C@H](NC(=O)C1=CC=NN1C(C)C)C=1N=C2N(N=CC(=C2)CN2C(NCC2)=O)C1)F